COC(C1=CC(=CC=C1)C1=NC2=C(N1C(C(NC1CCCCC1)=O)C1CCCCC1)C=CC=C2)=O 3-{1-[cyclohexyl-(cyclohexylcarbamoyl-methyl)]-1H-benzimidazol-2-yl}-benzoic acid methyl ester